(S)-3-(4-(2-amino-2-cyclohexylacetamido)phenyl)-2-(difluoromethyl)-4-methylpyridine 1-oxide N[C@H](C(=O)NC1=CC=C(C=C1)C=1C(=[N+](C=CC1C)[O-])C(F)F)C1CCCCC1